chloroimidazolopyrazine ClC1=NC2=C(N=CC=N2)N1